FC1=C2C=CN=CC2=C(C=C1)NC(C1=CC=C(C=C1)C1CCN(CC1)C)=O N-(5-fluoroisoquinolin-8-yl)-4-(1-methylpiperidin-4-yl)benzamide